3-ethoxy-4-((4-methyl-hex-3-en-1-yl)oxy)benzaldehyde C(C)OC=1C=C(C=O)C=CC1OCCC=C(CC)C